OC1=CC(C=C2OC3=CC=CC=C3C=C12)=O hydroxy-3-oxo-3H-xanthen